C[C@@H]1N(CC1)C=1N=C(C2=C(N1)CCC2)C=2C=CC=1CC3C(C1C2)C3C(=O)O 3-[2-[(2S)-2-methylazetidin-1-yl]-6,7-dihydro-5H-cyclopenta[d]pyrimidin-4-yl]-1,1a,6,6a-tetrahydrocyclopropa[a]indene-1-carboxylic acid